tri(1-methyl-ethoxy)silicon CC(C)O[Si](OC(C)C)OC(C)C